OC1CCN(CC1)C=1C=CC(=NC1)NC=1C2=C(C(=NC1)C1=CC=NC=C1)CNC2=O 7-[[5-(4-hydroxy-1-piperidyl)-2-pyridyl]amino]-4-(4-pyridyl)-2,3-dihydropyrrolo[3,4-c]pyridin-1-one